NC1=C(C=C(C=N1)C=1C=C2N(N1)CC[C@]21CN(CC1)C(=O)NCC)C=1C=NN(C1C)C |r| (rac)-2'-[6-amino-5-(1,5-dimethyl-1H-pyrazol-4-yl)pyridin-3-yl]-N-ethyl-5',6'-dihydrospiro[pyrrolidine-3,4'-pyrrolo[1,2-b]pyrazole]-1-carboxamide